FC(C=1C=C(C=CC1F)C(C=1C=CC(=C(C=O)C1)F)C=1N(C(=CN1)C)COCC[Si](C)(C)C)F 5-((3-(difluoromethyl)-4-fluorophenyl)(5-methyl-1-((2-(trimethylsilyl)ethoxy)methyl)-1H-imidazol-2-yl)methyl)-2-fluorobenzaldehyde